cyanoselenoanthraquinone C(#N)C1=CC=CC=2C(C3=CC=CC=C3C(C12)=[Se])=O